Cl.N[C@@H](C)[C@H]1CN(CC1)C(=O)OCC1=CC=CC=C1 (R)-benzyl 3-((S)-1-aminoethyl)pyrrolidine-1-carboxylate hydrochloride